CN(CC(=O)N1CCC(CC1)C=1C=C2C(=C(NC2=CC1)C=1C=C2C(=NC1)NC=C2)C(C)C)C 2-(dimethylamino)-1-(4-(3-isopropyl-2-(1H-pyrrolo[2,3-b]pyridin-5-yl)-1H-indol-5-yl)piperidin-1-yl)ethan-1-one